(2S)-2-amino-3-(2-oxo-1,2,3,4-tetrahydroquinolin-3-yl)propionamide N[C@H](C(=O)N)CC1C(NC2=CC=CC=C2C1)=O